CC1=C(C=CC=2C3=C(C(NC12)=O)OCCC3)C(=O)OC methyl 7-methyl-5-oxo-1H,2H,3H,6H-pyrano[2,3-c]quinoline-8-carboxylate